1-(2-(4-bromophenyl)propan-2-yl)-3-(2-(2,6-dioxopiperidin-3-yl)-1-oxoisoindolin-5-yl)urea BrC1=CC=C(C=C1)C(C)(C)NC(=O)NC=1C=C2CN(C(C2=CC1)=O)C1C(NC(CC1)=O)=O